3,3-dimethyl-7-[(methylamino)methyl]-N-{3-[(1s,3s)-3-(cyanomethyl)-1-(4-methyl-1,2,4-triazol-3-yl)cyclobutyl]phenyl}-1H,2H-pyrrolo[3,2-b]pyridine-5-carboxamide CC1(CNC=2C1=NC(=CC2CNC)C(=O)NC2=CC(=CC=C2)C2(CC(C2)CC#N)C2=NN=CN2C)C